SC=1SC(=NN1)C 2-mercapto-5-methyl-1,3,4-thiadiazaole